ClC=1C=C2C(=C3C1NC(NC31CCCCC1)=O)OC(=N2)CNCC(N2CCCCC2)=O 5-chloro-2-({[2-oxo-2-(piperidin-1-yl)ethyl]amino}methyl)-7,8-dihydro-6H-spiro[[1,3]oxazolo[5,4-f]quinazoline-9,1'-cyclohexan]-7-one